COCC1=NN(C(=C1)C(=O)NC1=CC(=NN1)[C@H]1C[C@H](CC1)OC=1C=NC=C(C1)C)C |o1:16,18| rel-3-(methoxymethyl)-1-methyl-N-(3-((1R,3S)-3-((5-methylpyridin-3-yl)oxy)cyclopentyl)-1H-pyrazol-5-yl)-1H-pyrazole-5-carboxamide